6-(benzyloxy)-1-hexanol C(C1=CC=CC=C1)OCCCCCCO